4-((7-((1-acetylpiperidin-4-yl)oxy)-6-methoxyquinazolin-4-yl)oxy)-N-(2-phenyl-4-oxothiazolidin-3-yl)benzamide C(C)(=O)N1CCC(CC1)OC1=C(C=C2C(=NC=NC2=C1)OC1=CC=C(C(=O)NN2C(SCC2=O)C2=CC=CC=C2)C=C1)OC